NC1=NC=2C=CC(=CC2C2=C1COCC2)C(=O)N(CC2=NC=C(C=C2)C(F)(F)F)[C@H](C)C2=NC=CC=N2 5-amino-N-[(1R)-1-pyrimidin-2-ylethyl]-N-[[5-(trifluoromethyl)-2-pyridinyl]methyl]-2,4-dihydro-1H-pyrano[3,4-c]quinoline-9-carboxamide